ethoxycarbamate C(C)ONC([O-])=O